3-cycloheptyl-3-(4-(4,4,5,5-tetramethyl-1,3,2-dioxaborolan-2-yl)phenyl)-1,3-dihydro-2H-pyrrolo[3,2-c]pyridin-2-one C1(CCCCCC1)C1(C(NC2=C1C=NC=C2)=O)C2=CC=C(C=C2)B2OC(C(O2)(C)C)(C)C